(Z)-2-((4S,5S,8S,9S,10S,13R,14S,16S)-16-hydroxy-4,8,10,14-tetramethyl-3,11-dioxohexadecahydro-17H-cyclopenta[a]phenanthren-17-ylidene)-6-methylhept-5-enoic acid O[C@H]\1C[C@@]2([C@]3(CC[C@H]4[C@@H](C(CC[C@@]4([C@@H]3C(C[C@H]2/C1=C(/C(=O)O)\CCC=C(C)C)=O)C)=O)C)C)C